C1(=CC=CC2=CC=CC=C12)C(=O)O.C1(=CC=CC2=CC=CC=C12)C(=O)O.O=C1C(O)=C(O)[C@H](O1)[C@@H](O)CO ascorbic acid di(1-naphthoate)